O=C(CN1C(C(=NC2=CC=CC=C12)C1=CC=C(C=C1)C)=O)C1=CC=CC=C1 1-(2-oxo-2-phenylethyl)-3-(p-tolyl)quinoxalin-2(1H)-one